C(C)(C)(C)OC(=O)N1CC(CC1)CCN(CCCCCCCCCCCCCC)CCCOC(CCCCCCCCC)=O tert-Butyl-3-(2-((3-(decanoyloxy)propyl)(tetradecyl)amino)ethyl)pyrrolidine-1-carboxylate